C(C1=CC=CC=C1)N(CCC[C@]1(O)[C@@H](OCC2=CC=CC=C2)[C@@H](OCC2=CC=CC=C2)[C@H](O)[C@H](O1)CO)C(=O)OCC1=CC=CC=C1 N-benzyl-N-benzyloxycarbonyl-3-aminopropyl-2,3-di-O-benzyl-beta-D-mannopyranose